(3R,5R)-1-(7-(8-Ethyl-7-fluoro-3-hydroxynaphthalen-1-yl)-8-fluoro-2-(((2R,7aS)-2-fluorotetrahydro-1H-pyrrolizin-7a(5H)-yl)methoxy)pyrido[4,3-d]pyrimidin-4-yl)piperidine-3,5-diol C(C)C=1C(=CC=C2C=C(C=C(C12)C1=C(C=2N=C(N=C(C2C=N1)N1C[C@@H](C[C@H](C1)O)O)OC[C@]12CCCN2C[C@@H](C1)F)F)O)F